3,5-dibromo-1-(4-hydroxyhexyl)pyrazole-4-carboxylic acid ethyl ester C(C)OC(=O)C=1C(=NN(C1Br)CCCC(CC)O)Br